C(C)(C)(C)C1=CC=C(C=CC2=C(C=CC=C2)N=C=O)C=C1 (4-tert-butylstyryl)isocyanatobenzene